C(CC(C)C)NC(=O)N1C=NC2=C1C=CC=C2 N-iso-Pentyl-1H-benzo[d]imidazole-1-carboxamide